(4-fluorophenyl)benzo[d]oxazole-2-thiol FC1=CC=C(C=C1)C1=CC=CC2=C1N=C(O2)S